FC(C(=O)O)(F)F.CN1C[C@@H](CC1)NC(=O)C1=NN2C(N=C(C=C2N2CCCCC2)C2=CC=CC=C2)=C1 (R)-N-(1-methylpyrrolidin-3-yl)-5-phenyl-7-(piperidin-1-yl)pyrazolo[1,5-a]pyrimidine-2-carboxamide trifluoroacetate